1-((4-(sec-butylamino)phenyl)amino)propan-1-ol C(C)(CC)NC1=CC=C(C=C1)NC(CC)O